9,10-Dihydrothioxanthene C1=CC=CC=2SC3=CC=CC=C3CC12